NC1=NC(=C(C=2N1C(N(N2)CCN[C@@H](C)C2=NC(=CC=C2)C)=O)C2=CC(=NC(=C2)C)C)C2=CC=CC=C2 5-amino-8-(2,6-dimethyl-4-pyridinyl)-2-[2-[[(1S)-1-(6-methyl-2-pyridinyl)ethyl]amino]ethyl]-7-phenyl-[1,2,4]triazolo[4,3-c]pyrimidin-3-one